(R,E)-3-(4-chlorophenyl)-4-phenyl-N-(2-(sulfamoylamino)ethyl)-N'-((4-(trifluoromethyl)phenyl)sulfonyl)-4,5-dihydro-1H-pyrazole-1-carboximidamide ClC1=CC=C(C=C1)C1=NN(C[C@H]1C1=CC=CC=C1)/C(/NCCNS(N)(=O)=O)=N/S(=O)(=O)C1=CC=C(C=C1)C(F)(F)F